phosphetane 1-oxide P1(CCC1)=O